FC=1C(=NNC1C1=CC(=NC=C1)OC)C(=O)N1CCC(CC1)C(=O)NC1CCC(CC1)C 1-(4-fluoro-5-(2-methoxypyridin-4-yl)-1H-pyrazole-3-carbonyl)-N-(4-methylcyclohexyl)piperidine-4-carboxamide